COC=1C=C2CCNC(C2=CC1)=O 6-methoxy-1,2,3,4-tetrahydroisoquinolin-1-one